C(OC(C)OC1=C(C(=CC(=C1)CCCCC)O)CC=C(CCC=C(C)C)C)(OCCOC)=O 1-(2-(3,7-dimethylocta-2,6-dien-1-yl)-3-hydroxy-5-pentylphenoxy)ethyl (2-methoxyethyl) carbonate